FC1=C(N)C=C(C(=C1)C)C=1C=C(C=2N(C1)C=CN2)N2CCOCC2 2-fluoro-4-methyl-5-[8-(morpholin-4-yl)imidazo[1,2-a]pyridine-6-yl]aniline